N-(2,5-difluorobenzyl)pyridin-2-amine FC1=C(CNC2=NC=CC=C2)C=C(C=C1)F